ClC=1C=C(C=CC1)N(C(=O)N1CCS(CC1)(=O)=O)CC1=NC=C(C=C1)C=1OC(=NN1)C(F)F N-(3-chlorophenyl)-N-((5-(5-(difluoromethyl)-1,3,4-oxadiazol-2-yl)pyridin-2-yl)methyl)thiomorpholine-4-carboxamide 1,1-dioxide